C(C)C1CCC(CC1)C(=O)[O-] 4-ethylcyclohexane-1-carboxylate